10-(2-((1R,4R)-2,5-diazabicyclo[2.2.1]heptan-2-yl)ethyl)-3,7-bis(1H-pyrazolo[3,4-b]pyridin-4-yl)-10H-phenothiazine [C@H]12N(C[C@H](NC1)C2)CCN2C1=CC=C(C=C1SC=1C=C(C=CC21)C2=C1C(=NC=C2)NN=C1)C1=C2C(=NC=C1)NN=C2